(S)-7-fluoro-2-(4-((6-oxo-5-(trifluoromethyl)-1,6-dihydropyridazin-4-yl)amino)pentyl)-6-(thiazolo[5,4-b]pyridin-5-yl)isoquinolin-1(2H)-one FC1=C(C=C2C=CN(C(C2=C1)=O)CCC[C@H](C)NC=1C=NNC(C1C(F)(F)F)=O)C1=CC=C2C(=N1)SC=N2